BrC1=CC=C(C(=C1NC)OC1=C(C=CC=C1)C(F)F)Cl 6-Bromo-3-chloro-2-(2-(difluoromethyl)phenoxy)-N-methylaniline